C1(=CC=CC=C1)P(C1=CC=CC=2NC3=CC=CC(=C3OC12)P(C1=CC=CC=C1)C1=CC=CC=C1)C1=CC=CC=C1 4,6-bis(diphenylphosphaneyl)-10H-phenoxazine